2-benzyl-9,9-dimethyl-8-oxo-1-oxaspiro[4.5]dec-6-ene-7-carbonitrile C(C1=CC=CC=C1)C1OC2(CC1)C=C(C(C(C2)(C)C)=O)C#N